CN(\C=C(/C(=O)C1CN(CCC1)C(=O)OC(C)(C)C)\C)C tert-Butyl (Z)-3-(3-(dimethylamino)-2-methylacryloyl)piperidine-1-carboxylate